C(C)(C)(C)C1=CC=C(C=N1)C=1N=C2N(C(C1C#N)=O)CCS2 7-(6-tert-butylpyridin-3-yl)-5-oxo-2H,3H,5H-[1,3]thiazolo[3,2-a]pyrimidine-6-carbonitrile